C(CCCCCCCCCCC)(=O)[O-].C(CCCCCCCCCCC)(=O)[O-].C(CCC)[Sn+2]CCCC dibutyl-tin dilauroate